C(C)(C)(C)OC(NCCC1=CC(=CC=C1)NC1=NC(=C(N=C1C(N)=O)CC)C)=O (3-((3-carbamoyl-5-ethyl-6-methylpyrazin-2-yl)amino)phenethyl)carbamic acid tert-butyl ester